N1=NC(=CC=C1)CN1C(NC2=NC=C(C=C21)C2=CC(=CC=C2)C(F)(F)F)=O 1-(pyridazin-3-ylmethyl)-6-[3-(trifluoromethyl)phenyl]-3H-imidazo[4,5-b]pyridin-2-one